BrC1=C2CC(C(C2=CC(=C1Cl)F)=O)(C(=O)OCC)C1=CC=CC=C1 Ethyl 4-bromo-5-chloro-6-fluoro-1-oxo-2-phenyl-indane-2-carboxylate